C1CC=NC(C1)C(=O)O The molecule is a tetrahydropyridine that is 2,3,4,5-tetrahydropyridine having a carboxy group at the 2-position. It has a role as a mammalian metabolite. It is a monocarboxylic acid and a tetrahydropyridine. It is a conjugate acid of a 1-piperideine-6-carboxylate. It derives from a hydride of a 1-piperideine.